NC1=C(C(=CC(=C1)C1CC1)Br)NC(=O)C=1NC=C(C1)C(C1=C(N=CC=C1)C(F)(F)F)=O N-(2-amino-6-bromo-4-cyclopropylphenyl)-4-(2-(trifluoromethyl)nicotinoyl)-1H-pyrrole-2-carboxamide